C(C[C@@H](C(=O)O)N)SSCC[C@@H](C(=O)O)N.[Na].[Na] disodium homocystine